3-((7-(5-chloro-3-methyl-2-(((S)-piperidin-3-yl)oxy)phenyl)thiazolo[4,5-b]pyridin-2-yl)methyl)-6,6-dimethyl-3-azabicyclo[3.1.0]hexane-2,4-dione dihydrochloride Cl.Cl.ClC=1C=C(C(=C(C1)C1=C2C(=NC=C1)N=C(S2)CN2C(C1C(C1C2=O)(C)C)=O)O[C@@H]2CNCCC2)C